CN(C1CC2(CCNCC2)C2=CC=CC=C12)C 3-(dimethylamino)-2,3-dihydrospiro[indene-1,4'-piperidin]